(dicyclohexylphosphino)-N,N,N',N'-tetramethyl-biphenyl-2,6-diamine C1(CCCCC1)P(C1CCCCC1)C1=C(C(=C(C=C1)N(C)C)C1=CC=CC=C1)N(C)C